FC1=C(C=CC=C1C(F)(F)F)[C@@H](C)NC=1C2=C(N=C(N1)C)N=C(C(=C2)C2CCS(CC2)(=O)=O)OC2COC2 (R)-4-(4-((1-(2-fluoro-3-(trifluoromethyl)phenyl)ethyl)amino)-2-methyl-7-(oxetan-3-yloxy)pyrido[2,3-d]pyrimidin-6-yl)tetrahydro-2H-thiopyran 1,1-dioxide